2-(5-cyclopentyl-2-methyl-phenoxy)-3-hydroxy-prop-2-enoic acid methyl ester COC(C(=CO)OC1=C(C=CC(=C1)C1CCCC1)C)=O